FC=1C=C2C(=NNC2=CC1OCCOC)C1=CC(=NO1)C1=CC=C(C=C1)C(=O)N1[C@@H]2CO[C@H](C1)C2 5-Fluoro-6-(2-methoxyethoxy)-3-(3-{4-[(1S,4S)-2-oxa-5-azabicyclo[2.2.1]heptan-5-carbonyl]phenyl}-1,2-oxazol-5-yl)-1H-indazol